3-Nitrophenyl-propionic acid [N+](=O)([O-])C=1C=C(C=CC1)C(C(=O)O)C